C(CCCCCC(C)(C)C)(=O)O[Sn](CCCCCCCC)(CCCCCCCC)OC(CCCCCC(C)(C)C)=O bis(neodecanoyloxy)dioctyl-stannan